3-(tert-butyl) 2-methyl (1S,2R,5R)-2-(2-(chloromethyl) allyl)-3-azabicyclo[3.1.0]hexane-2,3-dicarboxylate ClCC(C[C@@]1([C@H]2C[C@H]2CN1C(=O)OC(C)(C)C)C(=O)OC)=C